C(C)(C)(C)OC(N[C@H]1CN(CC1)C1=NC(=CC=C1C(F)(F)F)Cl)=O (R)-(1-(6-chloro-3-(trifluoromethyl)pyridin-2-yl)pyrrolidin-3-yl)carbamic acid tert-butyl ester